6,7-DIHYDRO-4H-PYRAZOLO[5,1-C][1,4]THIAZINE-2-CARBALDEHYDE N1=C(C=C2CSCCN21)C=O